Cl.Cl.C(C)C(C(O)=N)(C(O)=N)CC.N[C@@H](CC1=CC(Br)=C(C(Br)=C1)O)C(=O)O dibromotyrosine diethyl-malonimidate dihydrochloride